5-((1-((2-((tert-butyldiphenylsilyl)oxy)ethyl)amino)cyclopropyl)methoxy)-7-chloro-8-fluoro-2-(methylthio)pyrido[4,3-d]pyrimidin-4(3H)-one [Si](C1=CC=CC=C1)(C1=CC=CC=C1)(C(C)(C)C)OCCNC1(CC1)COC1=NC(=C(C=2N=C(NC(C21)=O)SC)F)Cl